(S)-N-(1-aminopropan-2-yl)-4-(3-methyl-1H-pyrrolo[2,3-b]pyridin-4-yl)-3,4-dihydro-2H-1,4-thiazine-6-carboxamide hydrochloride Cl.NC[C@H](C)NC(=O)C1=CN(CCS1)C1=C2C(=NC=C1)NC=C2C